2-cyclohexylpyrrolidine C1(CCCCC1)C1NCCC1